C(CCCCCCCCC)OCOCCCC(CC(CC(C)Cl)C)C 8-chloro-4,6-dimethylnonyl decyloxymethyl ether